2,3-dihydro-5-phenyl-1H-pyrrolizine-6,7-dicarboxylic acid C1(=CC=CC=C1)C=1N2CCCC2=C(C1C(=O)O)C(=O)O